3-Hydrazinocyclobutane-1-ol hydrochloride Cl.N(N)C1CC(C1)O